(5-(8-chloroimidazo[1,2-a][1,6]naphthyridin-4-yl)-4-methylpyridin-2-yl)(cyclopropyl)methanone ClC1=NC=C2C=C(C=3N(C2=C1)C=CN3)C=3C(=CC(=NC3)C(=O)C3CC3)C